4,6-diaminoresorcinol hydrochloride Cl.NC1=C(C=C(O)C(=C1)N)O